C(C)OCOC1=C(C=CC(=C1)SC)C1=NN(CC2=CC=CC=C12)[C@H]1CN(CCC1)C (R)-4-(2-(Ethoxymethoxy)-4-(methylthio)phenyl)-N-(1-methylpiperidin-3-yl)phthalazine